C(#N)C1=C(C=C(C=C1)N1C(OC(C1)COC1=CC=C(C=C1)CC(=O)N)C(F)(F)F)C(F)(F)F 2-(4-((3-(4-Cyano-3-(trifluoromethyl)phenyl)-2-(trifluoromethyl)oxazolidin-5-yl)methoxy)phenyl)acetamid